1-(3-iodo-4-(pyridin-4-yl)phenyl)-3-(2-(pyridin-3-yl)ethyl)urea Phenyl-(3-iodo-4-(pyridin-4-yl)phenyl)carbamate C1(=CC=CC=C1)N(C(O)=O)C1=CC(=C(C=C1)C1=CC=NC=C1)I.IC=1C=C(C=CC1C1=CC=NC=C1)NC(=O)NCCC=1C=NC=CC1